1-(4-trifluoromethyl-phenyl)piperidin-2-one FC(C1=CC=C(C=C1)N1C(CCCC1)=O)(F)F